5-(6-(piperazin-1-yl)pyridin-2-yl)thiazole hydrochloride Cl.N1(CCNCC1)C1=CC=CC(=N1)C1=CN=CS1